NC1=C(C=C(C(=O)N(C)C)C=C1)OC 4-amino-3-methoxy-N,N-dimethylbenzamide